FC=1C=C(C=CC1C=1C=NC(=CC1)C=1N=NN(N1)C=C)N1C(O[C@H](C1)C(F)O)=O (R)-3-(3-fluoro-4-(6-(2-vinyl-2H-tetrazol-5-yl)pyridin-3-yl)phenyl)-5-(hydroxyfluoromethyl)oxazolidin-2-one